NC1=C(C=C(C=C1)NC(CC1=C(C=CC(=C1)Cl)OC)=O)[N+](=O)[O-] N-(4-amino-3-nitro-phenyl)-2-(5-chloro-2-methoxy-phenyl)acetamide